ethyl (E)-3-{4-[3,5-bis(trifluoromethyl)phenoxy]-3-methoxyphenyl}prop-2-enoate FC(C=1C=C(OC2=C(C=C(C=C2)/C=C/C(=O)OCC)OC)C=C(C1)C(F)(F)F)(F)F